7-(cyclopropylamino)-5-((4-(dimethylamino)-3-((methylsulfonyl)methyl)phenyl)amino)pyrazolo[1,5-a]pyrimidine-3-carbonitrile C1(CC1)NC1=CC(=NC=2N1N=CC2C#N)NC2=CC(=C(C=C2)N(C)C)CS(=O)(=O)C